ClC1=CN=C(S1)C(=O)N[C@@H]1[C@H]([C@@H](CCC1)N1C(=NC2=C1C=C(C=C2)C2=NC=CC=N2)C2=C(C=CC=C2)F)O 5-chloro-N-((1S,2R,3R)-3-(2-(2-fluorophenyl)-6-(pyrimidin-2-yl)-1H-benzo[d]imidazol-1-yl)-2-hydroxycyclohexyl)thiazole-2-carboxamide